N1C[C@H](CC1)CO [(3S)-pyrrolidin-3-yl]methanol